(2S,4R)-N-[[1-(2-chlorophenyl)triazol-4-yl]methyl]-1-[(2S)-2-(4-cyclopropyltriazol-1-yl)-3,3-dimethyl-butanoyl]-4-hydroxy-pyrrolidine-2-carboxamide ClC1=C(C=CC=C1)N1N=NC(=C1)CNC(=O)[C@H]1N(C[C@@H](C1)O)C([C@H](C(C)(C)C)N1N=NC(=C1)C1CC1)=O